2-((4-(7-(((2R,5s)-5-aminotetrahydro-2H-pyran-2-yl)methyl)-2,7-diazaspiro[3.5]non-2-yl)pyrimidin-5-yl)oxy)-5-fluoro-N-isopropyl-N-((R)-tetrahydrofuran-3-yl)benzamide hydrochloride Cl.N[C@H]1CC[C@@H](OC1)CN1CCC2(CN(C2)C2=NC=NC=C2OC2=C(C(=O)N([C@H]3COCC3)C(C)C)C=C(C=C2)F)CC1